C(C)[Al](CC1=CC=CC=C1)CC1=CC=CC=C1 ethyldi(benzyl)aluminum